(6S)-6-(aminomethyl)-2,2-dimethylmorpholine-4-carboxylic acid tert-butyl ester C(C)(C)(C)OC(=O)N1CC(O[C@H](C1)CN)(C)C